FC1(C(CCC1)CO)F (2,2-difluorocyclopentyl)methanol